3-amino-4-(2,4-dimethylphenyl)butanamide NC(CC(=O)N)CC1=C(C=C(C=C1)C)C